2-(6-fluoro-1-methyl-1H-indol-4-yl)-6,7-dimethoxy-4-(morpholine-4-carbonyl)-1,2-dihydroisoquinolin-1-one FC1=CC(=C2C=CN(C2=C1)C)N1C(C2=CC(=C(C=C2C(=C1)C(=O)N1CCOCC1)OC)OC)=O